(S)-1-cyano-N-(5-(4-methoxy-piperidin-1-yl)pyridin-2-yl)pyrrolidine-3-carboxamide C(#N)N1C[C@H](CC1)C(=O)NC1=NC=C(C=C1)N1CCC(CC1)OC